NCC1CC(N2C[C@H](C([C@H]2C1)C(=O)O)C1=C(C(=CC=C1O)Cl)Cl)=O (2R,8aR)-7-(aminomethyl)-2-(2,3-dichloro-6-hydroxyphenyl)-hexahydro-1H-indolizin-5-onecarboxylic acid